CC1=C(C=C(C(=O)NC=2C=NC=C(C2)C(F)(F)F)C=C1)C(C)C1CN(C1)C=1C=NN2C1C=NC=C2 4-methyl-3-(1-(1-(pyrazolo[1,5-a]pyrazin-3-yl)azetidin-3-yl)ethyl)-N-(5-(trifluoromethyl)pyridin-3-yl)benzamide